C(C)(C)(C)OC(CC[C@@H](C(=O)N)N1C(C2=CC=C(C=C2C1)C[C@H]1C=C(CC[C@@H]1NC(=O)OC(C)(C)C)F)=O)=O (S)-5-amino-4-(5-(((1S,6S)-6-((tert-butoxycarbonyl)amino)-3-fluorocyclohex-2-en-1-yl)methyl)-1-oxoisoindolin-2-yl)-5-oxopentanoic acid tert-butyl ester